(17β)-17,19-dihydroxyandrost-5-en-3-one O[C@@H]1[C@]2(C)[C@@H](CC1)[C@@H]1CC=C3CC(CC[C@]3(CO)[C@H]1CC2)=O